(4-methoxybenzyl)piperidin-4-amine COC1=CC=C(CN2CCC(CC2)N)C=C1